C[C@@H]1N(CCC1)CC1=CC=2C=NC(=CC2N1COCC[Si](C)(C)C)NC(=O)C1=CC2=C(NC(CO2)=O)C=C1 N-(2-[[(2S)-2-methylpyrrolidin-1-yl]methyl]-1-[[2-(trimethylsilyl)ethoxy]methyl]pyrrolo[3,2-c]pyridin-6-yl)-3-oxo-2,4-dihydro-1,4-benzoxazine-7-carboxamide